CC1=NC(=NC=C1)C(=O)OCCCN1N=C(C=2C(NCC3(CCOCC3)CC21)=O)CC 3-(3-ethyl-4-oxo-spiro[6,8-dihydro-5H-pyrazolo[4,3-c]azepine-7,4'-tetrahydropyran]-1-yl)propyl 4-methylpyrimidine-2-carboxylate